NC(CC[Si](OC)(OC)OC)C 3-Aminobutyl(trimethoxysilan)